NC1=NC=NN2C1=C(C=C2C=2C(=CC(=C(C(=O)N[C@@H]1CN(C[C@@H]1F)C(C1=CC=C(C=C1)Cl)=O)C2)C)F)C(F)(F)F 5-[4-amino-5-(trifluoromethyl)pyrrolo[2,1-f][1,2,4]triazin-7-yl]-N-[(3R,4S)-1-(4-chlorobenzoyl)-4-fluoropyrrolidin-3-yl]-4-fluoro-2-methylbenzamide